ClC=1C(=C(CN2[C@@H](C[C@@](CC2)(C(=O)O)CC2=NC(=CC(=C2F)C(C)C)NC2=NNC(=C2)C)CC)C=CC1)F (2R,4R)-1-(3-chloro-2-fluorobenzyl)-2-ethyl-4-((3-fluoro-4-iso-propyl-6-((5-methyl-1H-pyrazol-3-yl)amino)pyridin-2-yl)methyl)piperidine-4-carboxylic acid